BrC1=NC=CC=C1CBr 2-bromo-3-(bromomethyl)pyridine